N,N'-di-sec-butyl-4,4'-methylenedianiline C(C)(CC)NC1=CC=C(C=C1)CC1=CC=C(NC(C)CC)C=C1